Cl.Cl.Cl.Cl.N1=NC(=CC=C1)N pyridazin-3-amine tetrahydrochloride